N-(3-(2-bromopyridin-4-yl)-1H-indazol-5-yl)-5-cyano-3-methylpicolinamide BrC1=NC=CC(=C1)C1=NNC2=CC=C(C=C12)NC(C1=NC=C(C=C1C)C#N)=O